5-(3-((cyclopropylamino)methyl)azetidin-1-yl)-N-(6-methoxy-2-methyl-2H-indazol-5-yl)pyrazine-2-carboxamide C1(CC1)NCC1CN(C1)C=1N=CC(=NC1)C(=O)NC1=CC2=CN(N=C2C=C1OC)C